FC(C=1C=NC(=NC1)N1[C@@H]2CN([C@H](C1)C2)C(=O)OC2CC1(CN(C1)CC1=CC=CC=C1)C2)(F)F 2-benzyl-2-azaspiro[3.3]heptan-6-yl (1S,4S)-5-[5-(trifluoromethyl)pyrimidin-2-yl]-2,5-diazabicyclo[2.2.1]heptane-2-carboxylate